ClC1=NC(=CC(=C1)C=1C(=NN2C1N=C(C=C2)NCC(C)(C)NC(OC(C)(C)C)=O)C2=CC(=CC=C2)C#N)C tert-butyl N-[2-[[3-(2-chloro-6-methyl-4-pyridyl)-2-(3-cyanophenyl)pyrazolo[1,5-a]pyrimidin-5-yl]amino]-1,1-dimethyl-ethyl]carbamate